N-(4-(2,4-difluorophenoxy)-3-(1-methyl-5-(methylamino)-6-oxo-1,6-dihydropyridin-3-yl)phenyl)ethenesulfonamide FC1=C(OC2=C(C=C(C=C2)NS(=O)(=O)C=C)C2=CN(C(C(=C2)NC)=O)C)C=CC(=C1)F